FC1=C(C=CC(=C1)I)NC1=C(C=2C(=NC=C(C2)OC)N1C)C(=O)Cl 2-((2-Fluoro-4-iodophenyl)amino)-5-methoxy-1-methyl-1H-pyrrolo[2,3-b]pyridine-3-carbonyl chloride